6-hydroxy-1,3-dimethyl-4-(1-methyl-1,2,3,6-tetrahydropyridin-4-yl)-1,3-dihydro-2H-benzo[d]imidazol-2-one OC=1C=C(C2=C(N(C(N2C)=O)C)C1)C=1CCN(CC1)C